5-(4-bromo-2-fluoro-phenyl)-1,3-difluoro-2-(trifluoromethoxy)-benzene BrC1=CC(=C(C=C1)C=1C=C(C(=C(C1)F)OC(F)(F)F)F)F